2-(2-((3-(4H-1,2,4-triazole-4-yl)propyl)amino)phenyl)-3,5,7-trihydroxy-4H-benzopyran-4-one N=1N=CN(C1)CCCNC1=C(C=CC=C1)C=1OC2=C(C(C1O)=O)C(=CC(=C2)O)O